FC(C1(C2=CC(=CC=C2OC=2C=CC(=CC12)N)N)C(F)(F)F)(F)F 9,9-bis(trifluoromethyl)-2,7-diaminoxanthene